COC1=C(C=CC(=C1)C(F)(F)F)C1=CN=C(O1)C=1C=C(C(=O)OCC)C=CC1 Ethyl 3-{5-[2-methoxy-4-(trifluoromethyl)phenyl]-1,3-oxazol-2-yl}benzoate